ClC=1C=C(C=CC1)C1=C(SC=2N1C(C=CN2)=O)C2=NC(=NC=C2)NC2=CC(=CC=C2)N2CCN(CC2)CCO 3-(3-Chloro-phenyl)-2-(2-{3-[4-(2-hydroxy-ethyl)-piperazin-1-yl]-phenylamino}-pyrimidin-4-yl)-thiazolo[3,2-a]pyrimidin-5-one